COC(=CCCC=CC=C)OC 1,1-dimethoxy-5,7-octadienene